chloro-N-[(1R)-1-(2,4-difluorophenyl)ethyl]-6-[6-(dimethylphosphoryl)pyridin-3-yl]-7-fluoro-2-methyl-1,5-naphthyridin-4-amine ClC=1C(=NC2=CC(=C(N=C2C1N[C@H](C)C1=C(C=C(C=C1)F)F)C=1C=NC(=CC1)P(=O)(C)C)F)C